NC1=NC=NN2C1=CC=C2[C@]2([C@@H]([C@@H]([C@H](O2)CO[P@](=O)(OC2=CC=CC=C2)N[C@@H](C)C(=O)O)O)O)C#N N-[(S)-{[(2R,3S,4R,5R)-5-(4-aminopyrrolo[2,1-f][1,2,4]triazin-7-yl)-5-cyano-3,4-dihydroxytetrahydrofuran-2-yl]methoxy}(phenoxy)phosphoryl]-L-alanine